(3S)-3-({8-carbamoyl-6-[4-(morpholin-4-yl)cyclohex-1-en-1-yl]pyrido[3,2-d]pyrimidin-4-yl}amino)piperidine-1-carboxylic acid tert-butyl ester C(C)(C)(C)OC(=O)N1C[C@H](CCC1)NC=1C2=C(N=CN1)C(=CC(=N2)C2=CCC(CC2)N2CCOCC2)C(N)=O